N-(5-(2-(1-cyclopropylethyl)-1-oxoisoindolin-5-yl)-4-methylthiazol-2-yl)acetamide C1(CC1)C(C)N1C(C2=CC=C(C=C2C1)C1=C(N=C(S1)NC(C)=O)C)=O